C(C)(C)(C)C1=C(C=CC(=C1)C(C)(C)C)OP(OC1=C(C=C(C=C1)C(C)(C)C)C(C)(C)C)OC1=C(C=C(C=C1)C(C)(C)C)C(C)(C)C phosphorous acid tri(2,4-di-tert-butyl phenyl) ester